methyl 4-(4-{3-[(tert-butoxycarbonyl)amino]propanamido}-1-methylpyrrole-2-amido)-1-methylpyrrole-2-carboxylate C(C)(C)(C)OC(=O)NCCC(=O)NC=1C=C(N(C1)C)C(=O)NC=1C=C(N(C1)C)C(=O)OC